2,5-dioxolane C1OCCO1